C(C)ONC(C1=CN=CC=C1NC1=C(C(=CC=C1)C1=NC=CC=N1)OC)=O N-ethoxy-4-((2-methoxy-3-(pyrimidin-2-yl)phenyl)amino)nicotinamide